1-(2-(dimethylamino)ethyl)-N1-ethyl-N4-(4-(6-fluoro-1H-indol-3-yl)-5-(trifluoromethyl)pyrimidin-2-yl)benzene-1,2,4-triamine CN(CCC1(C(C=C(C=C1)NC1=NC=C(C(=N1)C1=CNC2=CC(=CC=C12)F)C(F)(F)F)N)NCC)C